C(C)OC(C1=CN=C(C(=C1NC(=O)NC(C(Cl)(Cl)Cl)=O)F)Cl)=O.BrC1=CC(=C(C(=C1)F)N1C(CCC1)=O)F 1-(4-bromo-2,6-difluorophenyl)pyrrolidin-2-one ethyl-6-chloro-5-fluoro-4-(3-(2,2,2-trichloroacetyl)ureido)nicotinate